OCC12CC(C1)(C2)CNC(OC(C)(C)C)=O tert-butyl N-{[3-(hydroxymethyl)bicyclo[1.1.1]pentan-1-yl]methyl}carbamate